(3,3-difluoro-4-(4-(trifluoromethyl)phenoxy)piperidin-1-yl)(4-(3-hydroxyoxetan-3-yl)phenyl)methanone FC1(CN(CCC1OC1=CC=C(C=C1)C(F)(F)F)C(=O)C1=CC=C(C=C1)C1(COC1)O)F